Dimethoxy-N-[[4-[5-(trifluoromethyl)-1,2,4-oxadiazol-3-yl]phenyl]methyl]propanamide COC(C(=O)NCC1=CC=C(C=C1)C1=NOC(=N1)C(F)(F)F)(C)OC